C(#N)N1CCC(CC1)N1N=NC(=C1C)C=1C=C(C=2N(C1)N=CC2C#N)OC(CO)C=2C=NC=C(C2)C(F)(F)F 6-[1-(1-Cyano-4-piperidyl)-5-methyl-triazol-4-yl]-4-[2-hydroxy-1-[5-(trifluoromethyl)-3-pyridyl]ethoxy]pyrazolo[1,5-a]pyridine-3-carbonitrile